7-(diethylamino)chroman-2-one C(C)N(C1=CC=C2CCC(OC2=C1)=O)CC